CC1COCCN1CCN1C2=C(C3=CC=C(C=C13)O)C=CN=C2C(F)(F)F 9-(2-(3-methylmorpholino)ethyl)-1-(trifluoromethyl)-9H-pyrido[3,4-b]indol-7-ol